CN1CCN(CC1)C1=CC=C(C=C1)N1C(=NC2=C1C=CC=C2)C#C[Si](C(C)C)(C(C)C)C(C)C 1-(4-(4-methylpiperazin-1-yl)phenyl)-2-((triisopropylsilyl)ethynyl)-1H-benzo[d]imidazole